C(C)(C)OC(=O)N1C(C(CCC1)NS(=O)(=O)C)CC1CNCCC1 3-((methylsulfonyl)amino)-2-(piperidin-3-ylmethyl)piperidine-1-carboxylic acid isopropyl ester